C(CC)C1=CC=C(C=C1)C1(C(=CC=CC1)C1=C(C=C(C=C1)C)Cl)F 4''-propyl-2'-fluoro-4-methylchloroterphenyl